O=COOOCCCCCCC tetraoxadodecene